O1C(=CC=C1)C[C@@H](C(N[C@H](C=O)C[C@H]1C(NCC1)=O)=O)NC([C@H](C(C)C)NC(OCC1=CC=CC=C1)=O)=O Benzyl ((S)-1-(((S)-3-(furan-2-yl)-1-oxo-1-(((S)-1-oxo-3-((S)-2-oxopyrrolidin-3-yl)propan-2-yl)amino)propan-2-yl)amino)-3-methyl-1-oxobutan-2-yl)carbamate